2-chloro-4-(naphthalen-1-yl)-6-(3-(triphenylsilyl)phenyl)-1,3,5-triazine ClC1=NC(=NC(=N1)C1=CC=CC2=CC=CC=C12)C1=CC(=CC=C1)[Si](C1=CC=CC=C1)(C1=CC=CC=C1)C1=CC=CC=C1